[2,3'-bipyridine]-5-Formamide N1=C(C=CC(=C1)C(=O)N)C=1C=NC=CC1